6-(3-isopropyl-5-(1-isopropylpiperidin-4-yl)-1H-indol-2-yl)-2-methylimidazo[1,2-a]pyridine C(C)(C)C1=C(NC2=CC=C(C=C12)C1CCN(CC1)C(C)C)C=1C=CC=2N(C1)C=C(N2)C